C(#N)C1=C(C(=CC=C1)COC)C1=C(C(OC(=C1)C(=O)O)=O)OCCOC 4-(2-cyano-6-(methoxymethyl)phenyl)-3-(2-methoxyethoxy)-2-oxo-2H-pyran-6-carboxylic acid